[(1S)-2-(3,3-difluoro-1-pyrrolidinyl)-2-oxo-1-phenylethyl]-6-[[[4'-(1,1-dimethylethyl)[1,1'-biphenyl]-2-yl]carbonyl]amino]-2-benzothiazolecarboxamide FC1(CN(CC1)C([C@@H](C1=CC=CC=C1)C1=CC(=CC2=C1N=C(S2)C(=O)N)NC(=O)C2=C(C=CC=C2)C2=CC=C(C=C2)C(C)(C)C)=O)F